tert-butyl (2R,4R)-3,3-difluoro-2-(2-hydroxyethyl)-4-[(methanesulfonyl)amino]pyrrolidine-1-carboxylate FC1([C@H](N(C[C@H]1NS(=O)(=O)C)C(=O)OC(C)(C)C)CCO)F